NC=1C=CC(=C2CN(C(C12)=O)CC(C#N)COC)C=1C=C2C(=NNC2=CC1)C=1C=NC=CC1 2-({7-amino-1-oxo-4-[3-(pyridin-3-yl)-1H-indazol-5-yl]-2,3-dihydro-1H-isoindol-2-yl}methyl)-3-methoxypropanenitrile